(R)-N4-(2-methoxypropyl)-6-(1H-pyrazol-5-yl)thieno[3,2-d]Pyrimidine-2,4-diamine CO[C@@H](CNC=1C2=C(N=C(N1)N)C=C(S2)C2=CC=NN2)C